C(C)N(C=N)C N-ethyl-N-methylformimidamid